5-(3-chloro-5-fluoro-4-hydroxybenzamido)-2-(2-fluorophenyl)thiazole-4-carboxamide ClC=1C=C(C(=O)NC2=C(N=C(S2)C2=C(C=CC=C2)F)C(=O)N)C=C(C1O)F